COC1=C(CN(C=2OC3=C(C=NC=C3C=3C[C@@H](O[C@@H](C3)C)C(=O)OCC)N2)CC2=C(C=C(C=C2)OC)OC)C=CC(=C1)OC |r| ethyl rac-(2R,6R)-4-(2-(bis(2,4-dimethoxybenzyl)amino)oxazolo[4,5-c]pyridin-7-yl)-6-methyl-3,6-dihydro-2H-pyran-2-carboxylate